ethyl 3-(4-fluoro-2-iodophenyl)-1,2-thiazole-4-carboxylate FC1=CC(=C(C=C1)C1=NSC=C1C(=O)OCC)I